C(CC)OC(C=CC1=CC=C(C=C1)OC)=O 4-methoxycinnamic acid propyl ester